ClC=1C=C(C=C(C1)Cl)C1=NC(=CC(=C1)CN1CC[C@H]2C([C@H]2CC1)C(=O)O)OC=1N=NC(=CC1)N1CCN(CCC1)C (1R,7S,8r)-4-((2-(3,5-dichlorophenyl)-6-((6-(4-methyl-1,4-diazepan-1-yl)pyridazin-3-yl)oxy)pyridin-4-yl)methyl)-4-azabicyclo[5.1.0]octane-8-carboxylic acid